triethoxylanthanum C(C)O[La](OCC)OCC